BrC=1C=CC(=NC1)C(CCOC([2H])([2H])[2H])N1N=CC(=C1)C1=CC=C(C=C1)NC(OC)=O methyl (4-(1-(1-(5-bromopyridin-2-yl)-3-(methoxy-d3)propyl)-1H-pyrazol-4-yl)phenyl)carbamate